NC=1SC2=C(C1C(=O)OCC)CCC(C2=O)(C2CCC2)C#N ethyl 2-amino-6-cyano-6-cyclobutyl-7-oxo-4,5,6,7-tetrahydro-1-benzothiophene-3-carboxylate